(1S,2R)-3-amino-1-(3-bromophenyl)-1-(4-fluorophenyl)propan-2-ol NC[C@@H]([C@@H](C1=CC=C(C=C1)F)C1=CC(=CC=C1)Br)O